5-(Ethylsulfonyl)-6-[1-methyl-5-(trifluoromethyl)-1H-benzimidazol-2-yl]pyridin-2-amine C(C)S(=O)(=O)C=1C=CC(=NC1C1=NC2=C(N1C)C=CC(=C2)C(F)(F)F)N